3-(methylthio)-1-propene CSCC=C